4-(3-(1-(5-(((tert-butoxycarbonyl)amino)methyl)-2-methylbenzamido)ethyl)-5-(1-methyl-1H-pyrazol-4-yl)phenyl)thiophene-2-carboxylic acid C(C)(C)(C)OC(=O)NCC=1C=CC(=C(C(=O)NC(C)C=2C=C(C=C(C2)C=2C=NN(C2)C)C=2C=C(SC2)C(=O)O)C1)C